2-(ethylbutyl)-2-oxazoline C(C)C(CCC)C=1OCCN1